C(C)(C)C1=C(C=NN1)O[C@H]1C[C@H](CC1)C1=CC(=NN1)NC(CC1=CC(=NO1)C)=O N-(5-(cis-3-((5-isopropyl-1H-pyrazol-4-yl)oxy)cyclopentyl)-1H-pyrazol-3-yl)-2-(3-methylisoxazol-5-yl)acetamide